N-[5-(1H-benzimidazol-2-yl)-1H-pyrazol-3-yl]-6-(1-oxa-8-azaspiro[4.5]decan-8-yl)pyridine-3-carboxamide N1C(=NC2=C1C=CC=C2)C2=CC(=NN2)NC(=O)C=2C=NC(=CC2)N2CCC1(CCCO1)CC2